C(CCC)(=O)NC=1C=C(C(=O)N[C@H](C(N2CC=CCC2C=2C=NC=CC2)=O)CC2=CC3=CC=CC=C3C=C2)C=CC1 3-butyramido-N-((2S)-3-(naphthalen-2-yl)-1-oxo-1-(6-(pyridin-3-yl)-5,6-dihydropyridin-1(2H)-yl)propan-2-yl)benzamide